B(OC(C)(C)C)(OC(C)(C)C)OC(C)(C)C tri-tert-butyl borate